2-allyl-1-(2-(2-hydroxy-prop-2-yl)pyrimidin-4-yl)-6-(methylsulfanyl)-1,2-dihydro-3H-pyrazolo[3,4-d]pyrimidin-3-one C(C=C)N1N(C2=NC(=NC=C2C1=O)SC)C1=NC(=NC=C1)C(C)(C)O